ClC=1C=C(C(=O)N[C@@H](CCO[C@@H]2C[C@H](C2)CCC2=NC=3NCCCC3C=C2)C(=O)O)C=C(C1)F N-(3-chloro-5-fluorobenzoyl)-O-(trans-3-(2-(5,6,7,8-tetrahydro-1,8-naphthyridin-2-yl)ethyl)cyclobutyl)homoserine